O-(5-amino-1-((2-(trimethylsilyl)ethoxy)methyl)-1H-indazol-6-yl)-N-trityl-L-serine NC=1C=C2C=NN(C2=CC1OC[C@H](NC(C1=CC=CC=C1)(C1=CC=CC=C1)C1=CC=CC=C1)C(=O)O)COCC[Si](C)(C)C